bismuth (III) oxoacetate O=CC(=O)[O-].[Bi+3].O=CC(=O)[O-].O=CC(=O)[O-]